C(CCCCCCCCCCCCCCCCC)OC=1C=C(COC(CCCN2CCN(CC2)C)=O)C=C(C1)OCCCCCCCCCCC.FC1=C(C=CC=C1)S(=O)[O-].[Na+] sodium fluorobenzenesulfinate 3-(Octadecyloxy)-5-(undecyloxy)benzyl-4-(4-methylpiperazin-1-yl)butanoate